3-(propan-2-yl)-2,3,4,5-tetrahydro-1H-[1,4]diazepino[1,7-a]indol-9-yl-pyridin-2(1H)-one CC(C)N1CCN2C(=CC=3C=C(C=CC23)N2C(C=CC=C2)=O)CC1